N1(CCC1)C(=O)C1=C(C=CC(=C1)C#N)C1N(CC2=CC=CC=C12)C#N (2-(azetidine-1-carbonyl)-4-cyanophenyl)isoindoline-2-carbonitrile